ClC=1C=NC(=NC1)C=1C[C@@H](N(CC1)C(=O)OC(C)(C)C)C tert-butyl (S)-4-(5-chloropyrimidin-2-yl)-2-methyl-3,6-dihydropyridine-1(2H)-Formate